COC=1C(=C2C=CN(C2=C(C1)C)C(=O)OC(C)(C)C)CN1C(CC(CC1)C)C1=CC=C(C=C1)S(=O)C tert-Butyl 5-methoxy-7-methyl-4-((4-methyl-2-(4-(methylsulfinyl)phenyl)piperidin-1-yl)methyl)-1H-indole-1-carboxylate